2-(2-((3-(4-(((1S,4S)-4-(7-oxa-2-azaspiro[3.5]nonan-2-yl)cyclohexyl)amino)-1-(2,2,2-trifluoro-ethyl)-1H-indol-2-yl)prop-2-yn-1-yl)amino)-5-(methylsulfonyl)phenoxy)acetic acid C1N(CC12CCOCC2)C2CCC(CC2)NC2=C1C=C(N(C1=CC=C2)CC(F)(F)F)C#CCNC2=C(OCC(=O)O)C=C(C=C2)S(=O)(=O)C